CC1=CC=C(C=C1)C#CCCO 4-p-methylphenyl-3-butyn-1-ol